CN(CCOC1=NC=NC(=C1C(=O)NC=1SC2=C(N1)C=1C=CC(=CC1OC21COC1)C(C)C)OC)C 4-(2-(dimethylamino)ethoxy)-N-(7-isopropylspiro[chromeno[4,3-d]thiazole-4,3'-oxetan]-2-yl)-6-methoxypyrimidine-5-carboxamide